CC1=NC(=NC(=C1)C)N1C[C@@H]2[C@H](C1)CN(C2)C(=O)C=2C(=CN1C=CC=CC21)C=2SC(=CN2)C ((3aR,6aS)-5-(4,6-dimethylpyrimidin-2-yl)hexahydropyrrolo[3,4-c]pyrrol-2(1H)-yl)(2-(5-methylthiazol-2-yl)indolizin-1-yl)methanone